N-methyl-1-[4-(1,1,2,2,2-pentafluoroethyl)phenyl]ethanamine CNC(C)C1=CC=C(C=C1)C(C(F)(F)F)(F)F